diphenyl(6-(trifluoromethyl)pyridin-3-yl)phosphonium trifluoromethanesulfonate FC(S(=O)(=O)[O-])(F)F.C1(=CC=CC=C1)[PH+](C=1C=NC(=CC1)C(F)(F)F)C1=CC=CC=C1